N-((R)-2-cyano-1-(4-(ethylsulfonyl)phenyl)ethyl)-4-((2S,4S)-2-((difluoromethoxy)methyl)-4-(4-(trifluoromethyl)phenoxy)pyrrolidin-1-yl)-2-methoxybenzamide C(#N)C[C@H](C1=CC=C(C=C1)S(=O)(=O)CC)NC(C1=C(C=C(C=C1)N1[C@@H](C[C@@H](C1)OC1=CC=C(C=C1)C(F)(F)F)COC(F)F)OC)=O